[Li+].O(P([O-])(=O)OP(=O)([O-])[O-])C\C=C(/C)\CCC=C(C)C.[Li+].[Li+] geranyl pyrophosphate lithium salt